C(C)(C)(C)OC(=O)N1CCC(CC1)(C#N)C=1C=CC(=NC1C(=O)OCC)C=1C(=NC=CC1)OCC ethyl 5-(1-(tert-butoxycarbonyl)-4-cyanopiperidin-4-yl)-2'-ethoxy-[2,3'-bipyridine]-6-carboxylate